C(C)N(CC)CCCNCCCN(CC)CC bis[3-(N,N-Diethylamino)-propyl]amin